2-(2-methoxy-5-methylphenyl)-4-phenyloxolane-2-carboxamide COC1=C(C=C(C=C1)C)C1(OCC(C1)C1=CC=CC=C1)C(=O)N